N'-(2-ethyl-5-fluoro-4-hydroxy-phenyl)-6-(6-methoxy-4-methyl-3-pyridyl)-4-[[[(2R)-pyrrolidin-2-yl]methyl]amino]pyrrolo[1,2-b]pyridazine-3-carboxamidine C(C)C1=C(C=C(C(=C1)O)F)N=C(N)C1=C(C=2N(N=C1)C=C(C2)C=2C=NC(=CC2C)OC)NC[C@@H]2NCCC2